[C@@H]1([C@@H](CC=CC1)C(=O)OCC)C(=O)OCC diethyl trans-4-cyclohexene-1,2-dicarboxylate